OC1=C(C=CC(=C1)C(F)(F)F)C1=C2C(=C(N=N1)NC[C@@]1(CCC(N1)=O)C)C=NC=C2 (S)-5-(((1-(2-hydroxy-4-(trifluoromethyl)phenyl)pyrido[3,4-d]pyridazin-4-yl)amino)methyl)-5-methylpyrrolidin-2-one